SCSS1CSCC1 3-mercaptomethylthio-1,3-dithiolane